6-(2-(4-(5-(difluoromethyl)-1,3,4-oxadiazol-2-yl)benzyl)-2H-tetrazol-5-yl)isoindolin-1-one FC(C1=NN=C(O1)C1=CC=C(CN2N=C(N=N2)C2=CC=C3CNC(C3=C2)=O)C=C1)F